(3-Hydroxyazetidin-1-yl)-[(4S)-7,8-dichloro-6-(2,6-difluorophenyl)-4-methyl-4H-imidazo[1,2-a][1,4]benzodiazepine-2-Yl]methanone OC1CN(C1)C(=O)C=1N=C2N(C3=C(C(=N[C@H]2C)C2=C(C=CC=C2F)F)C(=C(C=C3)Cl)Cl)C1